FC=1C(=C(C=CC1)C1=CC(=CC=C1)C1=CC=CC=C1)F difluoro-[1,1':3',1''-terphenyl]